C(#C)C1=C(C=C(C=C1)C(F)(F)F)F 1-ethynyl-2-fluoro-4-(trifluoromethyl)benzene